4,4-dimethyl-1-(2H3)methyl-L-proline CC1(C[C@H](N(C1)C([2H])([2H])[2H])C(=O)O)C